BrC(CC1=CC=CC=C1)C (2-bromopropyl)benzene